4-hydroxy-N-(2-((2-methoxyphenethyl)carbamoyl)thiophen-3-yl)piperidine-1-carboxamide OC1CCN(CC1)C(=O)NC1=C(SC=C1)C(NCCC1=C(C=CC=C1)OC)=O